N[C@](C(=O)O)([C@H](CC)C)C (2S,3S)-2-amino-2,3-dimethylvaleric acid